Phenyl 2-methylphenylacetate CC1=C(C=CC=C1)CC(=O)OC1=CC=CC=C1